2-(4,4-difluorotetrahydro-2H-pyran-2-yl)acetic acid FC1(CC(OCC1)CC(=O)O)F